3-Aminopropyl-dimethoxy-methylsilane NCCC[Si](C)(OC)OC